BrCCCCCC(=O)OC(C)(C)C Tert-Butyl 6-bromohexanoate